N-(1'-(2-chloro-6-(1,1-difluoroethyl)pyrimidin-4-yl)-1',2'-dihydrospiro[cyclopropane-1,3'-pyrrolo[3,2-c]pyridin]-6'-yl)acetamide ClC1=NC(=CC(=N1)N1CC2(C=3C=NC(=CC31)NC(C)=O)CC2)C(C)(F)F